C(C1=CC=CC=C1)C1=C(N=C(S1)NC(OC(C)(C)C)=O)C1=CC(=C(C=C1)F)F tert-butyl (5-benzyl-4-(3,4-difluorophenyl)thiazol-2-yl)carbamate